ClC=1C(=C(NC2=NC=NC3=CC=C(C=C23)C2(CN(C2)C(=O)OC(C)(C)C)C)C=CC1Cl)F tert-butyl 3-[4-(3,4-dichloro-2-fluoro-anilino)quinazolin-6-yl]-3-methyl-azetidine-1-carboxylate